(R)-3-(1-cyclopropyl-3-(naphthalen-2-ylmethyl)ureido)-N-(pyridin-2-yl)piperidine-1-carboxamide C1(CC1)N(C(=O)NCC1=CC2=CC=CC=C2C=C1)[C@H]1CN(CCC1)C(=O)NC1=NC=CC=C1